CN1N=CC(=C1)C(=O)N 1-methyl-1H-pyrazole-4-amide